(S or R)-2-(2,4-difluoro-5-(2-(((R)-phenyl((R)-1,2,3,4-tetrahydropyrido[2,3-b]pyrazin-3-yl)methyl)amino)ethyl)phenyl)propanoic acid FC1=C(C=C(C(=C1)F)CCN[C@@H]([C@H]1CNC2=C(N1)N=CC=C2)C2=CC=CC=C2)[C@@H](C(=O)O)C |o1:28|